ClC1=CC=C2C(NC(N(C2=C1)C=1C(=C(C#N)C=CC1)C)=O)=O 3-(7-chloro-2,4-dioxo-3,4-dihydro-quinazolin-1(2H)-yl)-2-methyl-benzonitrile